[O-]CCCC.[Al+3].[O-]CCCC.[O-]CCCC.[Al+3] aluminum sesquibutoxide